3-(4-bromo-3-methylphenyl)-4-(tetrahydro-2H-pyran-2-yl)-4H-1,2,4-triazole BrC1=C(C=C(C=C1)C1=NN=CN1C1OCCCC1)C